(E)-2-methoxy-4-[(8-methylnon-6-enamido)methyl]phenyl (3-aminopropanoyl)-D-prolinate NCCC(=O)N1[C@H](CCC1)C(=O)OC1=C(C=C(C=C1)CNC(CCCC\C=C\C(C)C)=O)OC